(S)-3-(tert-butoxy)-2-((tert-butoxycarbonyl)amino)-3-oxopropyl 2-(((R)-1-(3,6-dimethyl-2-morpholino-4-oxo-3,4-dihydroquinazolin-8-yl)ethyl)amino)benzoate CN1C(=NC2=C(C=C(C=C2C1=O)C)[C@@H](C)NC1=C(C(=O)OC[C@@H](C(=O)OC(C)(C)C)NC(=O)OC(C)(C)C)C=CC=C1)N1CCOCC1